O[C@H]1CN(CCC1)C1=C(C=C(C=C1)S(=O)(=O)C)NS(=O)(=O)C=1C=C(C(=O)O)C=CC1OC (R)-3-(N-(2-(3-hydroxypiperidin-1-yl)-5-(methylsulfonyl)phenyl)sulfamoyl)-4-methoxybenzoic acid